N6-trifluoroacetyllysine FC(C(=O)NCCCC[C@H](N)C(=O)O)(F)F